(R)-3-amino-6-(4-(2-(3,5-difluorophenyl)-2-hydroxyacetamido)-2-methylphenyl)-N-(2,2,2-trifluoroethyl)pyrazine-2-carboxamide NC=1C(=NC(=CN1)C1=C(C=C(C=C1)NC([C@H](O)C1=CC(=CC(=C1)F)F)=O)C)C(=O)NCC(F)(F)F